Cl.BrC1=C2C=CC(=CC2=CC=C1)N 5-bromonaphthalen-2-amine hydrochloride